(8R,9S,10S)-10-[(dimethylamino)methyl]-N-(4-methoxyphenyl)-9-[4-(2-phenylethynyl)phenyl]-1,6-diazabicyclo[6.2.0]decane-6-carboxamide CN(C)C[C@@H]1[C@@H]([C@@H]2CN(CCCCN12)C(=O)NC1=CC=C(C=C1)OC)C1=CC=C(C=C1)C#CC1=CC=CC=C1